COCCOCCOCCOC1=CC=C(C=C1)NC=1C(C2=CC=CC=C2C(C1)=O)=O 2-((4-(2-(2-(2-methoxyethoxy)ethoxy)ethoxy)phenyl)amino)naphthalene-1,4-dione